(S)-N-(8-fluoro-2-methylimidazo[1,2-a]pyridin-6-yl)-5-(7-(methylamino)-5-azaspiro[2.4]heptan-5-yl)pyrazine-2-carboxamide FC=1C=2N(C=C(C1)NC(=O)C1=NC=C(N=C1)N1CC3(CC3)[C@@H](C1)NC)C=C(N2)C